(S)-3-(1-acetyl-2-methyl-1,2,3,4-tetra-hydroquinolin-6-yl)benzoic acid C(C)(=O)N1[C@H](CCC2=CC(=CC=C12)C=1C=C(C(=O)O)C=CC1)C